Cl.FC=1C=CC(=C(C1)C1=C(C=CC(=N1)NS(=O)(=O)C1=NC(=CC=C1)N1C[C@H](NCC1)CO)C(F)(F)F)C (S)-N-(6-(5-fluoro-2-methylphenyl)-5-(trifluoromethyl)pyridin-2-yl)-6-(3-(hydroxymethyl)piperazin-1-yl)pyridine-2-sulfonamide hydrochloride